4-(4-chloro-6-(N-morpholinyl)-1,3,5-triazin-2-yl)piperazine-1-carboxylic acid tert-butyl ester C(C)(C)(C)OC(=O)N1CCN(CC1)C1=NC(=NC(=N1)Cl)N1CCOCC1